1-bromo-2-chloro-3-fluorobenzene BrC1=C(C(=CC=C1)F)Cl